C(C1CO1)OC(COCC(=O)OCC1CO1)=O diglycolic acid diglycidyl ester